FC1(OC2=C(O1)C=CC(=C2)C(C)N2C[C@@H](N(C[C@H]2CC)C=2C1=C(N(C(N2)=O)C)C=CC(=N1)C#N)CC)F 4-((2S,5R)-4-(1-(2,2-difluorobenzo[d][1,3]dioxol-5-yl)ethyl)-2,5-diethylpiperazin-1-yl)-1-methyl-2-oxo-1,2-dihydropyrido[3,2-d]pyrimidine-6-carbonitrile